(S)-6-(2-methylmorpholino)pyrazolo[1,5-a]pyridin-2-ol C[C@@H]1OCCN(C1)C=1C=CC=2N(C1)N=C(C2)O